1-(toluene-4-sulfonyl)-1H-indole-3-boronic acid CC1=CC=C(C=C1)S(=O)(=O)N1C=C(C2=CC=CC=C12)B(O)O